dichloro-1,3-diphenyl-phosphino-propane nickel [Ni].ClC(C(C1=CC=CC=C1)(P)Cl)CC1=CC=CC=C1